(3S,4S)-8-(6-((6-amino-2,3-dichloropyridin-4-yl)thio)pyrido[2,3-b]pyrazin-2-yl)-3-methyl-2-oxa-8-azaspiro[4.5]decan-4-amine NC1=CC(=C(C(=N1)Cl)Cl)SC=1C=CC=2C(=NC=C(N2)N2CCC3([C@@H]([C@@H](OC3)C)N)CC2)N1